B(C1=CC=C(C=C1)S(=O)(=O)N(CC2=CC=C(C=C2)OC)CC3=CC=C(C=C3)OC)(O)O 4-(N,N-BIS(4-METHOXYBENZYL)SULFAMOYL)PHENYLBORONIC ACID